(2S,3R)-2-[(2,2'-difluoro-3'-methyl[1,1'-biphenyl]-3-yl)methyl]-3-[(ethanesulfonyl)-amino]-4,4-difluoro-N,N-dimethyl-pyrrolidine-1-carboxamide FC1=C(C=CC=C1C[C@@H]1N(CC([C@@H]1NS(=O)(=O)CC)(F)F)C(=O)N(C)C)C1=C(C(=CC=C1)C)F